Cl.FC1=CC=C(C=C1)N1C(N(C=C(C1=O)C(=O)N)C(C)C)=O 3-(4-fluorophenyl)-1-isopropyl-2,4-dioxo-1,2,3,4-tetrahydropyrimidine-5-carboxamide hydrochloride